5-(4-((1H-benzo[d]imidazol-2-yl)ethynyl)-3-(trifluoromethoxy)phenoxy)-1H-1,2,3-triazole-4-carboxylic acid N1C(=NC2=C1C=CC=C2)C#CC2=C(C=C(OC1=C(N=NN1)C(=O)O)C=C2)OC(F)(F)F